7-(4-cyclopropyl-6-methoxypyrimidin-5-yl)-1-({4-[1-isopropyl-4-(trifluoromethyl)imidazol-2-yl]phenyl}methyl)-3-methyl-4H-pyrimido[4,5-d][1,3]diazin-2-one C1(CC1)C1=NC=NC(=C1C1=NC=C2C(=N1)N(C(N(C2)C)=O)CC2=CC=C(C=C2)C=2N(C=C(N2)C(F)(F)F)C(C)C)OC